methyl 6-(1,4-dimethyl-1H-1,2,3-triazol-5-yl)-1-methyl-4-(phenyl (tetrahydro-2H-pyran-4-yl) methyl)-1,4-dihydropyrazolo[3',4':4,5]pyrrolo[3,2-b]pyridine-3-carboxylate CN1N=NC(=C1C=1C=C2C(=NC1)C1=C(N2C(C2CCOCC2)C2=CC=CC=C2)C(=NN1C)C(=O)OC)C